tert-Butyl 6-((3S,4S)-3,4-Difluoropyrrolidin-1-yl)quinoline-4-carboxylate F[C@H]1CN(C[C@@H]1F)C=1C=C2C(=CC=NC2=CC1)C(=O)OC(C)(C)C